carboxy-N-Hydroxysuccinimide C(=O)(O)C1C(=O)N(C(C1)=O)O